FC(C(=O)O)C(C)=O 2-FLUORO-3-OXOBUTANOIC ACID